COC(C(C1=NC=C(C=C1)C(F)(F)F)N1C[C@@H](N(C[C@H]1C)C(=O)OC(C)(C)C)C)=O tert-butyl (2S,5R)-4-(2-methoxy-2-oxo-1-(5-(trifluoromethyl) pyridin-2-yl)ethyl)-2,5-dimethylpiperazine-1-carboxylate